N1C(=CC2=CC=CC=C12)C(=O)NC1=CC=CC=C1 Indoleanilide